tert-butyl 2-(2-chloro-N-(2-((5-chloro-2-(4-chloro-1H-1,2,3-triazol-1-yl)phenyl)amino)-2-oxoethyl)acetamido)-3-(pyridin-3-yl)propanoate ClCC(=O)N(CC(=O)NC1=C(C=CC(=C1)Cl)N1N=NC(=C1)Cl)C(C(=O)OC(C)(C)C)CC=1C=NC=CC1